tert-Butyl ((3S,5R)-5-methyl-1-(2-(methylamino)-5-nitropyridin-4-yl)piperidin-3-yl)carbamate C[C@@H]1C[C@@H](CN(C1)C1=CC(=NC=C1[N+](=O)[O-])NC)NC(OC(C)(C)C)=O